FC=1C=C(C=CC1C(F)(F)F)NC(=O)N1[C@H](CCC1)C(=O)NC1=NC=2CCC(CC2C=C1)C(=O)O 2-[(1-{[3-fluoro-4-(trifluoromethyl)phenyl]carbamoyl}-D-prolyl)amino]-5,6,7,8-tetrahydroquinoline-6-carboxylic acid